C(C)(C)(C)OC(=O)N1CC2(C1)CCN(CC2)C2=C(C(=NC1=C(C=CC=C21)OC2=C(C=CC=C2OC)F)Cl)C#N 7-(2-chloro-3-cyano-8-(2-fluoro-6-methoxyphenoxy)quinolin-4-yl)-2,7-diazaspiro[3.5]nonane-2-carboxylic acid tert-butyl ester